O=C1N(CCC1)[C@H]1CNCC1 (E)-((R)-2-oxo-[1,3'-bipyrrolidine])